NCC=1C2=C(C(NN1)=O)C(=NC(=C2)C=2C=NN(C2C2=C(C#N)C(=CC(=C2F)Cl)OC2CC2)C)C#C 2-(4-(1-(aminomethyl)-5-ethynyl-4-oxo-3,4-dihydropyrido[3,4-d]pyridazin-7-yl)-1-methyl-1H-pyrazol-5-yl)-4-chloro-6-cyclopropyloxy-3-fluorobenzonitrile